(3-(3-Oxotrihydro-1H-pyrrolo[1,2-c]imidazol-2(3H)-yl)piperidin-1-yl)-5-((4-(piperidin-4-yl)phenyl)amino)-1,2,4-triazine-6-carboxamide O=C1N(CC2N1CCC2)C2CN(CCC2)C=2N=NC(=C(N2)NC2=CC=C(C=C2)C2CCNCC2)C(=O)N